ClC1=CC=C(CN2CCN(CC2)C2=CC=C(C=C2)C(=O)C=2OC3=C(C2)C=CC(=C3)OC)C=C1 (4-(4-(4-chlorobenzyl)piperazine-1-yl)phenyl)(6-methoxybenzofuran-2-yl)methanone